CC1=CC=C(C=C1)S(=O)(=O)OCC1OC2=C(C=CC=C2CC1)O (8-hydroxychroman-2-yl)methyl 4-methylbenzenesulfonate